1,2,3-trifluoro-5-[isocyano(p-toluenesulfonyl)methyl]Benzene FC1=C(C(=CC(=C1)C(S(=O)(=O)C1=CC=C(C)C=C1)[N+]#[C-])F)F